4,4'-oxybis(N-triisopropylsilyl-phthalimide) O(C=1C=C2C(C(=O)N(C2=O)[Si](C(C)C)(C(C)C)C(C)C)=CC1)C=1C=C2C(C(=O)N(C2=O)[Si](C(C)C)(C(C)C)C(C)C)=CC1